C(C)(C)(C)C1=CC=C(C(=O)N/N=C/C2=CC=C(C=C2)OCC2=COC3=C(C2=O)C=CC=C3)C=C1 (E)-4-tert-butyl-N'-(4-((4-oxo-4H-benzopyran-3-yl)methoxy)benzylidene)benzoyl-hydrazine